methyl 5-[2-fluoro-4-[4-[(2-fluorophenyl) methyl]-5-oxo-1,2,4-triazol-1-yl] phenoxy]-4-methyl-thiazole-2-carboxylate FC1=C(OC2=C(N=C(S2)C(=O)OC)C)C=CC(=C1)N1N=CN(C1=O)CC1=C(C=CC=C1)F